CC1=NN(C(C1=CC=1SC(=CC1)C1=CC(=CC=C1)[N+](=O)[O-])=O)C1=CC=C(C(=O)O)C=C1 4-(3-methyl-4-((5-(3-nitrophenyl)thiophen-2-yl)methylene)-5-oxo-4,5-dihydro-1H-pyrazol-1-yl)benzoic acid